CN1N=NC(=C1)C(=O)N 1-methyltriazole-4-carboxamide